C1(CC1)C=1C(=CC=2N(N1)C(=C(N2)C(C)(C)O)C2=CC=C(C(=N2)N[C@H]2CN(CC[C@@H]2F)C(=O)OC(C)(C)C)F)OC tert-butyl (3S,4S)-3-((6-(6-cyclopropyl-2-(2-hydroxypropan-2-yl)-7-methoxyimidazo[1,2-b]pyridazin-3-yl)-3-fluoropyridin-2-yl)amino)-4-fluoropiperidine-1-carboxylate